NC=1C2=C(N=CN1)N(C(=C2C2=CC=C(C(=O)NCC1(COC1)F)C=C2)C2=CC=C(C=C2)NC(C(=C)CN(C)C)=O)C 4-[4-amino-6-(4-{2-[(dimethylamino)methyl]prop-2-enamido}phenyl)-7-methyl-7H-pyrrolo[2,3-d]pyrimidin-5-yl]-N-[(3-fluorooxetan-3-yl)methyl]benzamide